CC(C[C@@H](C(N[C@@H](C[C@H]1C(NCC1)=O)C(COC1=C(C(=CC(=C1F)F)F)F)=O)=O)NC(C(=O)NC1(CC1)C)=O)C N1-((S)-4-methyl-1-oxo-1-(((S)-3-oxo-1-((S)-2-oxopyrrolidin-3-yl)-4-(2,3,5,6-tetrafluorophenoxy)butan-2-yl)amino)pentan-2-yl)-N2-(1-methyl-cyclopropyl)oxalamide